3-((5-fluoro-2-((2-methoxy-4-(4-methylpiperazin-1-yl)phenyl)amino)pyrimidin-4-yl)amino)benzoyl-hydrazine FC=1C(=NC(=NC1)NC1=C(C=C(C=C1)N1CCN(CC1)C)OC)NC=1C=C(C(=O)NN)C=CC1